3-broMo-4-(trifluoromethyl)benzaldehyde BrC=1C=C(C=O)C=CC1C(F)(F)F